2-(5-chloro-1-((trans)-3-fluoro-1-methylpiperidin-4-yl)-1H-pyrazol-4-yl)-N4-methyl-5-(trifluoromethyl)pyrimidine-2,4-diamine ClC1=C(C=NN1[C@H]1[C@@H](CN(CC1)C)F)C1(NC=C(C(=N1)NC)C(F)(F)F)N